BrC1=CC=C(C(=O)N[C@@H](C(C)(C)NC(OC(C)(C)C)=O)C(=O)NO)C=C1 tert-butyl (S)-(3-(4-bromobenzamido)-4-(hydroxyamino)-2-methyl-4-oxobutan-2-yl)carbamate